(R)-(3-Aminopiperidin-1-yl)(2-(1-(4-fluorobenzyl)-1H-indol-2-yl)-3-methylimidazo[1,2-a]pyridin-7-yl)methanone N[C@H]1CN(CCC1)C(=O)C1=CC=2N(C=C1)C(=C(N2)C=2N(C1=CC=CC=C1C2)CC2=CC=C(C=C2)F)C